2-chloro-3-(cyclopropylthio)-4-(methylsulfonyl)benzoic acid ClC1=C(C(=O)O)C=CC(=C1SC1CC1)S(=O)(=O)C